CNCCOCCOC(C)S 2-(2-methylaminoethoxy)ethoxyethanethiol